Cl.ClC=1C=C(C=C(C1)Cl)C=1C=CC=C2C(=C(C=NC12)C(=O)O)N(C)C 8-(3,5-dichlorophenyl)-4-(dimethylamino)quinoline-3-carboxylic acid hydrochloride